2,6-dibromo-4-[5-fluoro-2-(1-fluoroethyl)-1-benzofuran-3-carbonyl]phenol BrC1=C(C(=CC(=C1)C(=O)C1=C(OC2=C1C=C(C=C2)F)C(C)F)Br)O